ClC1=C(C=CC=C1)CC(=O)NC1=CC(=C(C=C1)N1N=C(N=C1)OC)S(NCC1=C(C=C(C=C1)OC)OC)(=O)=O 2-(2-Chlorophenyl)-N-{3-[(2,4-dimethoxybenzyl)sulfamoyl]-4-(3-methoxy-1H-1,2,4-triazol-1-yl)phenyl}acetamide